8-fluoro-2-(4-(methylsulfonyl)phenyl)-6-(1-(8-(oxetan-3-yl)-8-azabicyclo[3.2.1]oct-3-yl)piperidin-4-yl)imidazo[1,2-a]pyridine FC=1C=2N(C=C(C1)C1CCN(CC1)C1CC3CCC(C1)N3C3COC3)C=C(N2)C2=CC=C(C=C2)S(=O)(=O)C